C(CS)(=O)OCCOC(CS)=O ethylene bisthioglycolate